C(=C)C=C.[Fe] iron vinyl-ethylene